C(CCCCCCCCCCC)C1=CC=C(C=C)C=C1 4-Dodecylstyrol